Cl.C1(CCCCC1)N(C1=NC=C(C=N1)C1=C2C=C(C(=CC2=CC2=C1C(OC2)=O)OC)OC)C 9-(2-(cyclohexyl(methyl)amino)pyrimidin-5-yl)-6,7-dimethoxynaphtho[2,3-c]furan-1(3H)-one hydrochloride